2-(4-{[(3R)-1-methylpiperidin-3-yl]amino}pyrido[3,4-d]pyridazin-1-yl)-5-(trifluoromethyl)phenol CN1C[C@@H](CCC1)NC=1N=NC(=C2C1C=NC=C2)C2=C(C=C(C=C2)C(F)(F)F)O